3-oxo-2,3-dihydro-1-benzofuran-6-yl triflate O(S(=O)(=O)C(F)(F)F)C1=CC2=C(C(CO2)=O)C=C1